Cl.Cl.C(C)OC(=O)C1CN(CCC1)CC=1C=CC(=NC1)C(=O)O 5-{[3-(Ethoxycarbonyl)piperidin-1-yl]methyl}pyridine-2-carboxylic acid dihydrochloride